(3R)-3-amino-5-[(4-chlorophenyl)methyl]-7-[5-[methyl(2,2,2-trifluoroethyl)amino]-1,3,4-oxadiazol-2-yl]-1,1-dioxo-2,3-dihydro-1lambda6,5-benzothiazepin-4-one N[C@H]1CS(C2=C(N(C1=O)CC1=CC=C(C=C1)Cl)C=C(C=C2)C=2OC(=NN2)N(CC(F)(F)F)C)(=O)=O